C(C(O)CO)OC1CC(CCC1C(C)C)C monomenthyl glyceryl ether